sodium (2R)-2-[(1S)-1,2-dihydroxyethyl]-4-hydroxy-5-oxo-2,5-dihydrofuran-3-olate O[C@@H](CO)[C@H]1OC(C(=C1[O-])O)=O.[Na+]